ethyl 4,7,8,12,14-pentachlorohexadecanoate ClC(CCC(=O)OCC)CCC(C(CCCC(CC(CC)Cl)Cl)Cl)Cl